ClC=1C(=NC(=C(C1)C#N)N1CC(C(C(C1)C)(F)F)N1C(C2=CC=CC=C2C1=O)=O)NC=1C=C2C=C(C(N(C2=CC1)CC1COC1)=O)OCC(=O)NC 2-[[6-[[3-chloro-5-cyano-6-[3-(1,3-dioxoisoindolin-2-yl)-4,4-difluoro-5-methyl-1-piperidyl]-2-pyridyl]amino]-1-(oxetan-3-ylmethyl)-2-oxo-3-quinolyl]oxy]-N-methyl-acetamide